6-Amino-2-(3,5-dichloro-4-((2-(4-chlorophenyl)-4-methylquinolin-6-yl)oxy)phenyl)-1,2,4-Triazine-3,5(2H,4H)-dione NC=1C(NC(N(N1)C1=CC(=C(C(=C1)Cl)OC=1C=C2C(=CC(=NC2=CC1)C1=CC=C(C=C1)Cl)C)Cl)=O)=O